1-[4-({[(1S)-5-[2-(2-aminopyridin-3-yl)-5-(pyrazol-1-yl)imidazo[4,5-b]pyridin-3-yl]-2,3-dihydro-1H-inden-1-yl]amino}methyl)piperidin-1-yl]prop-2-en-1-one NC1=NC=CC=C1C1=NC=2C(=NC(=CC2)N2N=CC=C2)N1C=1C=C2CC[C@@H](C2=CC1)NCC1CCN(CC1)C(C=C)=O